2-(2-chlorophenyl)-N-(2-cyclopropyl-4-sulfamoyl-2H-indazol-6-yl)acetamide ClC1=C(C=CC=C1)CC(=O)NC=1C=C(C2=CN(N=C2C1)C1CC1)S(N)(=O)=O